CC=1N(C(=C(N1)C1=C2C=CN=C(C2=CC=C1)OC)C(F)(F)F)C(=O)O methyl-4-(1-methoxyisoquinoline-5-yl)-5-(trifluoromethyl)-1H-imidazole-1-carboxylic acid